FC1=C(C(=CC(=C1)C(=O)C1=CC=C2C(=CC=CN12)C1=C(C2=C(N(C(=N2)C)C)C=C1C)OC)F)NC(\C=C\CNC1CCC(CC1)OC)=O (E)-N-(2,6-difluoro-4-(8-(4-methoxy-1,2,6-trimethyl-1H-benzo[d]imidazol-5-yl)indolizine-3-carbonyl)phenyl)-4-(((1r,4r)-4-methoxycyclohexyl)amino)but-2-enamide